FC(S(=O)(=O)C=1C=C(C=CC1)CC1CC2(CN(C2)C(=O)OC(C)(C)C)CC1)(F)F Tert-butyl 6-[[3-(trifluoromethylsulfonyl) phenyl] methyl]-2-azaspiro[3.4]octane-2-carboxylate